N-(4-chloro-3-(1H-1,2,4-triazol-5-yl)thiophen-2-yl)-2-(2-oxo-3,4-dihydroquinolin-1(2H)-yl)acetamide ClC=1C(=C(SC1)NC(CN1C(CCC2=CC=CC=C12)=O)=O)C1=NC=NN1